hexapropylene glycol monotosylate S(=O)(=O)(O)C1=CC=C(C)C=C1.CC(COC(C)COC(C)COC(C)COC(C)COC(C)CO)O